O1[C@H](COCC1)CNC1=NN=C(C2=CC=CC=C12)C1=CC=C(C=C1)Cl (S)-N-((1,4-dioxan-2-yl)methyl)-4-(4-chlorophenyl)phthalazin-1-amine